2-[(3-BROMOTHIOPHEN-2-YL)METHOXY]BENZALDEHYDE BrC1=C(SC=C1)COC1=C(C=O)C=CC=C1